1-((2R,5S)-4-(7-(3-amino-5-methyl-1H-indazol-4-yl)-6-chloro-2-(3-(diethylamino)propoxy)-8-fluoroquinazolin-4-yl)-2,5-dimethylpiperazin-1-yl)prop-2-en-1-one NC1=NNC2=CC=C(C(=C12)C1=C(C=C2C(=NC(=NC2=C1F)OCCCN(CC)CC)N1C[C@H](N(C[C@@H]1C)C(C=C)=O)C)Cl)C